1-[2-(tetradecylsulfanyl)ethyl]piperidine-3-carboxylic acid C(CCCCCCCCCCCCC)SCCN1CC(CCC1)C(=O)O